COC1=CC=C(C=C1)C(OC(C1N(CC(C1)O)C(CCCCCNC(CCSSC1=NC=CC=C1)=O)=O)C1=CC=CC=C1)C1=CC=C(C=C1)OC N-(6-{2-[Bis-(4-methoxy-phenyl)-phenyl-methoxymethyl]-4-hydroxy-pyrrolidin-1-yl}-6-oxo-hexyl)-3-(pyridin-2-yldisulfanyl)-propionamide